C(C)OC(CCCCCOC[C@]1(C[C@H](N(C1)C(CNC(CCCOC1=CC=CC=C1)=O)=O)C(=O)O)F)=O (2s,4r)-4-(((6-ethoxy-6-oxohexyl)oxy)methyl)-4-fluoro-1-((4-phenoxybutyryl)glycyl)pyrrolidine-2-carboxylic acid